FC1(CC[SH2](CC1)=O)F 4,4-difluorohexahydro-1λ6-thiopyran-1-oxide